N1C=C(C2=CC=CC=C12)CC(CCC(C)C)NC(=O)C1=CC2=C(S1)C=C(C=C2)N2CCN(CC2)C N-(1-(1H-indol-3-yl)-5-methylhexan-2-yl)-6-(4-methylpiperazin-1-yl)benzo[b]thiophene-2-carboxamide